2-amino-2-(3-chlorophenyl)-N-((5-(2,6-dioxopiperidin-3-yl)-4-oxo-5,6-dihydro-4H-thieno[3,4-c]pyrrol-1-yl)methyl)acetamide Eugenylbenzoat C1(=C(OC)C=C(CC=C)C=C1)OC(C1=CC=CC=C1)=O.NC(C(=O)NCC=1SC=C2C1CN(C2=O)C2C(NC(CC2)=O)=O)C2=CC(=CC=C2)Cl